C(CCCCCCCC)C1(CCCCC1)C(=O)O nonylcyclohexanecarboxylic acid